OC(CNC(OCC1=CC=CC=C1)=O)C(NC=1N=C(N(C1)COCC[Si](C)(C)C)C)=O benzyl N-{2-hydroxy-2-[(2-methyl-1-{[2-(trimethyl-silyl)ethoxy]methyl}-1H-imidazol-4-yl)carbamoyl]ethyl}carbamate